5-(6-amino-1-fluoro-3-hydroxy-2-naphthyl)-1,1-dioxo-1,2,5-thiadiazolidin-3-one NC=1C=C2C=C(C(=C(C2=CC1)F)N1CC(NS1(=O)=O)=O)O